3,3'-dihydroxy-4,4'-bis(4-nitrobenzoylamino)biphenyl OC=1C=C(C=CC1NC(C1=CC=C(C=C1)[N+](=O)[O-])=O)C1=CC(=C(C=C1)NC(C1=CC=C(C=C1)[N+](=O)[O-])=O)O